{3-[(2R)-1-{[(S)-[(3R)-7-bromo-1,2,3,4-tetrahydro-1,5-naphthyridin-3-yl](phenyl)methyl]amino}propan-2-yl]phenyl}acetic acid BrC1=CN=C2C[C@H](CNC2=C1)[C@@H](C1=CC=CC=C1)NC[C@H](C)C=1C=C(C=CC1)CC(=O)O